OC[C@H](C1=CC=CC=C1)NC1=CC(=NC=C1C=1OC(=NN1)C=1C=NC=CC1)NC1=CC2=C(B(OC2(C)C)O)C=C1 (S)-5-((4-((2-hydroxy-1-phenylethyl)amino)-5-(5-(pyridin-3-yl)-1,3,4-oxadiazol-2-yl)pyridin-2-yl)amino)-3,3-dimethylbenzo[c][1,2]oxaborol-1(3H)-ol